ClC=1C=C(C=C(C1)F)C=1C=C(C=NC1C(F)(F)F)C(=O)N[C@@H](C)C1CC1 5-(3-chloro-5-fluorophenyl)-N-[(1S)-1-cyclopropylethyl]-6-(trifluoromethyl)pyridine-3-carboxamide